4-((3R,5R)-5-((5-bromo-1-methyl-6-oxo-1,6-dihydropyridazin-4-yl)amino)-1-methylpiperidin-3-yl)-N-(4-((2-(2,6-dioxopiperidin-3-yl)-1,3-dioxoisoindolin-4-yl)oxy)butyl)benzamide BrC1=C(C=NN(C1=O)C)N[C@@H]1C[C@@H](CN(C1)C)C1=CC=C(C(=O)NCCCCOC2=C3C(N(C(C3=CC=C2)=O)C2C(NC(CC2)=O)=O)=O)C=C1